CC([C@H](C)NC1=NC=CC2=C1N=C(N=C2)NC=2C(=NC=1CCN(CC1C2)C)OC)(C)C (S)-N8-(3,3-dimethylbut-2-yl)-N2-(2-methoxy-6-methyl-5,6,7,8-tetrahydro-1,6-naphthyridin-3-yl)pyrido[3,4-d]pyrimidine-2,8-diamine